4-(1H-pyrrolo[2,3-b]pyridin-2-yl)piperidine-1-carboxylic acid tert-butyl ester C(C)(C)(C)OC(=O)N1CCC(CC1)C1=CC=2C(=NC=CC2)N1